ClC1=NC=C(C=C1C(O)C1=NC=C(C=N1)Cl)F (2-chloro-5-fluoro-3-pyridyl)-(5-chloropyrimidin-2-yl)methanol